CO[C@H](C(=O)NC1=NN=C(S1)O[C@H]1CN(CC1)C(=O)OC(C)(C)C)C1=CC=CC=C1 tert-butyl (3R)-3-({5-[(2S)-2-methoxy-2-phenylacetamido]-1,3,4-thiadiazol-2-yl}oxy)pyrrolidine-1-carboxylate